NC1=C(C(=O)NC=2SC(=CN2)Cl)C=CC=C1 amino-N-(5-chlorothiazol-2-yl)benzamide